ClC=1C=C(C=C(C1)Cl)C1(CC(=NO1)N1CC2=C(C1)C(=C(S2)C(=O)NCC(=O)NC)C)C(F)(F)F 5-(5-(3,5-dichlorophenyl)-5-(trifluoromethyl)-4,5-dihydroisoxazol-3-yl)-3-methyl-N-(2-(methylamino)-2-oxoethyl)-5,6-dihydro-4H-thieno[2,3-c]pyrrole-2-carboxamide